5-(3-Aminoazetidin-1-yl)-2-(2,6-dioxopiperidin-3-yl)-2,3-dihydro-1H-isoindole-1,3-dione NC1CN(C1)C=1C=C2C(N(C(C2=CC1)=O)C1C(NC(CC1)=O)=O)=O